C(C)(C)(C)OC(=O)N1N=CC(=C1)B1OC(C(O1)(C)C)(C)C 4-(4,4,5,5-tetramethyl-1,3,2-dioxaborolan-2-yl)pyrazole-1-carboxylic acid tert-butyl ester